(S)-1-(3,4-dichlorophenyl)-6-(5-(3,5-dimethylisoxazol-4-yl)-1-((1S,4R)-4-hydroxy-4-methylcyclohexyl)-1H-benzo[d]imidazol-2-yl)piperidin-2-one ClC=1C=C(C=CC1Cl)N1C(CCC[C@H]1C1=NC2=C(N1C1CCC(CC1)(C)O)C=CC(=C2)C=2C(=NOC2C)C)=O